1,3,5-tris(2-methanesulfonylethyl)1,3,5-triazine-2,4,6-trione CS(=O)(=O)CCN1C(N(C(N(C1=O)CCS(=O)(=O)C)=O)CCS(=O)(=O)C)=O